ClC1=C(CC=2N(C(N(N2)C)=O)CCC2CCC(CC2)(C)C)C(=CC=C1)F 5-(2-chloro-6-fluorobenzyl)-4-(2-(4,4-dimethylcyclohexyl)ethyl)-2-methyl-2,4-dihydro-3H-1,2,4-triazol-3-one